CN1C=NC=C1C(=O)ON=CC1=CC(=CC=C1)F 3-Fluorobenzaldehyde-O-(1-methyl-1H-imidazole-5-carbonyl) oxime